N-[rac-(4S,5R or S)-4-(4-fluorophenyl)-3-methyl-6-oxo-1-propyl-5,7-dihydro-4H-pyrazolo[3,4-b]pyridine-5-yl]-3-(trifluoromethyl)benzamide FC1=CC=C(C=C1)[C@H]1C2=C(NC([C@@H]1NC(C1=CC(=CC=C1)C(F)(F)F)=O)=O)N(N=C2C)CCC |r|